O=C1NC(CCC1N1C(C2=CC=CC(=C2C1=O)C#CCCO)=O)=O 2-(2,6-dioxopiperidin-3-yl)-4-(4-hydroxybut-1-yn-1-yl)isoindoline-1,3-dione